N-((5-(3-(dimethylamino)phenyl)-3H-imidazo[4,5-b]pyridin-2-yl)methyl)-4-methyl-3-(methylsulfonyl)benzamide CN(C=1C=C(C=CC1)C1=CC=C2C(=N1)NC(=N2)CNC(C2=CC(=C(C=C2)C)S(=O)(=O)C)=O)C